bis(2-methyl-N-phenyl-4-azapentalene) zirconium dichloride [Cl-].[Cl-].[Zr+2].CC1=CC2=CCN(C2=C1)C1=CC=CC=C1.CC1=CC2=CCN(C2=C1)C1=CC=CC=C1